N1CC(C1)COC1=C(C=2CC(CC2C=C1)CNCCC1CN(C(O1)=O)C=1C=CC=2OCC(NC2N1)=O)C#N 5-(azetidin-3-ylmethoxy)-2-[[2-[2-oxo-3-(3-oxo-4H-pyrido[3,2-b][1,4]oxazin-6-yl)-1,3-oxazolidin-5-yl]ethylamino]methyl]-2,3-dihydro-1H-indene-4-carbonitrile